methyl 2-((6-(3-bromophenyl)-2,2-dimethyl-6-((tetrahydro-2H-pyran-2-yl)oxy)hexyl)thio)acetate BrC=1C=C(C=CC1)C(CCCC(CSCC(=O)OC)(C)C)OC1OCCCC1